(S)-N-(1-(1H-benzo[d]imidazol-7-yl)ethyl)-8-(4-(trifluoromethyl)phenoxy)quinoline-3-carboxamide N1C=NC2=C1C(=CC=C2)[C@H](C)NC(=O)C=2C=NC1=C(C=CC=C1C2)OC2=CC=C(C=C2)C(F)(F)F